(1R,4R)-N,N-Diethyl-2-azabicyclo[2.2.1]heptan-5-amine C(C)N(C1[C@H]2CN[C@@H](C1)C2)CC